C(=C)C1=CC=C(C=C1)S(=O)(=O)[O-].[Na+] Sodium p-vinylbenzenesulfonate